(8-chloronaphthalen-1-yl)trimethylstannane ClC=1C=CC=C2C=CC=C(C12)[Sn](C)(C)C